C(C)(C)(C)OC(CN1C(=CC2=CC(=CC=C12)C(=O)OC)CC1=C(C=C(C=C1)Cl)C(F)(F)F)=O methyl 1-(2-(tert-butoxy)-2-oxoethyl)-2-(4-chloro-2-(trifluoromethyl) benzyl)-1H-indole-5-carboxylate